Br.C(=C)C=1NC=C[NH+]1 vinyl-imidazolium hydrobromide